N1-(2,6-di-t-butylphenyl)benzene-d4-1,2-diamine C(C)(C)(C)C1=C(C(=CC=C1)C(C)(C)C)NC1=C(C(=C(C(=C1[2H])[2H])[2H])[2H])N